2-(2-Cyclopropyl-4-isopropyl-7-oxofuro[2,3-d]pyridazin-6(7H)-yl)-N-(pyrimidin-2-yl)acetamide C1(CC1)C1=CC2=C(C(N(N=C2C(C)C)CC(=O)NC2=NC=CC=N2)=O)O1